CN1N=CC(=C1C)S(=O)(=O)N1CCC(=CC1)C1=CC=2N(C=C1C)N=CN2 7-(1-((1,5-dimethyl-1H-pyrazol-4-yl)sulfonyl)-1,2,3,6-tetrahydropyridin-4-yl)-6-methyl-[1,2,4]triazolo[1,5-a]pyridine